1,1-diethoxy-3-phenylpropan-2-one C(C)OC(C(CC1=CC=CC=C1)=O)OCC